3,5-dichloro-4-fluorophenyl 2,3-dideoxy-3-[4-(2-hydroxythiazol-4-yl)-1H-1,2,3-triazol-1-yl]-1-thio-alpha-D-galactopyranoside OC=1SC=C(N1)C=1N=NN(C1)[C@@H]1C[C@@H](SC2=CC(=C(C(=C2)Cl)F)Cl)O[C@@H]([C@@H]1O)CO